piperazine-1-carboxamide formate C(=O)O.N1(CCNCC1)C(=O)N